OC(C(=O)O)CCC(=O)O.OC(C(=O)O)CCC(=O)O 2-hydroxyglutaric acid (2-hydroxy glutarate)